4-[(2-fluoro-6-methoxybenzyl)amino]-2-[(1-ethyl-1H-pyrazol-4-yl)amino]pyrimidin-5-carboxamide FC1=C(CNC2=NC(=NC=C2C(=O)N)NC=2C=NN(C2)CC)C(=CC=C1)OC